(3S)-3-[5-[4-[[1-[4-[(1R,2S)-6-hydroxy-2-(2-pyridyl)tetralin-1-yl]phenyl]-4-piperidyl]methyl]piperazin-1-yl]-1-oxo-isoindolin-2-yl]piperidine-2,6-dione OC=1C=C2CC[C@@H]([C@@H](C2=CC1)C1=CC=C(C=C1)N1CCC(CC1)CN1CCN(CC1)C=1C=C2CN(C(C2=CC1)=O)[C@@H]1C(NC(CC1)=O)=O)C1=NC=CC=C1